(S)-3-methoxy-5,5-dimethyl-3-(5-methylthiazol-2-yl)-6-oxocyclohex-1-enecarbonitrile CO[C@@]1(C=C(C(C(C1)(C)C)=O)C#N)C=1SC(=CN1)C